COCC1=C(CCC1)C(=O)N1CCN(CC1)C1=CC=C(C=N1)C=1C=2N(C=C(C1)C=1C=NN(C1)C)N=CC2C#N 4-(6-(4-(2-(methoxymethyl)cyclopent-1-ene-1-carbonyl)piperazin-1-yl)pyridin-3-yl)-6-(1-methyl-1H-pyrazol-4-yl)pyrazolo[1,5-a]pyridine-3-carbonitrile